C(C)(=O)OC1=CC=C(C(=O)NC2CN(CCC2=O)C(=O)OC(C)(C)C)C=C1 tert-Butyl 3-(4-acetoxy benzamido)-4-oxopiperidine-1-carboxylate